6-chloro-3-((2-((2,2-dimethyl-1,2,3,4-tetrahydronaphthalen-1-yl)amino)-3,4-dioxocyclobut-1-en-1-yl)amino)-2-hydroxy-N,N-dimethylbenzenesulfonamide ClC1=CC=C(C(=C1S(=O)(=O)N(C)C)O)NC1=C(C(C1=O)=O)NC1C(CCC2=CC=CC=C12)(C)C